31-Methyl-20-tetratetracontene CC(CCCCCCCCCC=CCCCCCCCCCCCCCCCCCCC)CCCCCCCCCCCCC